5-chloro-1-methyl-6-oxo-1,6-dihydropyridine-3-sulfonyl chloride ClC1=CC(=CN(C1=O)C)S(=O)(=O)Cl